calcium pyromellitate C(C=1C(C(=O)[O-])=CC(C(=O)[O-])=C(C(=O)[O-])C1)(=O)[O-].[Ca+2].[Ca+2]